1-(2-(1H-indol-3-yl)ethyl)-7-methoxy-6-(pyrimidin-5-ylmethoxy)-2-((tetrahydro-2H-pyran-4-yl)methyl)-1,2,3,4-tetrahydroisoquinoline N1C=C(C2=CC=CC=C12)CCC1N(CCC2=CC(=C(C=C12)OC)OCC=1C=NC=NC1)CC1CCOCC1